CC=1C=C2C(C=C(OC2=C(C1)C(C)NC1=C(C(=O)O)C=CC=C1)C1CCN(CC1)C1=CC=CC=C1)=O 2-((1-(6-methyl-4-oxo-2-(1-phenylpiperidin-4-yl)-4H-chromen-8-yl)ethyl)amino)benzoic acid